Methyl (1R,4r)-4-(2-(((R)-2-(5-fluoropyridin-3-yl)-2-hydroxyethyl)amino)-propan-2-yl)cyclohexane-1-carboxylate FC=1C=C(C=NC1)[C@H](CNC(C)(C)C1CCC(CC1)C(=O)OC)O